(S)-N-(3-(2-methoxy-3-(1-(tetrahydrofuran-3-yl)-1H-pyrazol-4-yl)phenyl)-1-methyl-1H-pyrazolo[3,4-c]pyridin-5-yl)cyclopropanecarboxamide COC1=C(C=CC=C1C=1C=NN(C1)[C@@H]1COCC1)C1=NN(C2=CN=C(C=C21)NC(=O)C2CC2)C